4,8-di-tert-butyl-6-(((2R,5R)-2,5-diphenylphospholan-1-yl)methoxy)-2,10-dimethoxydibenzo[d,f][1,3,2]dioxaphosphepin C(C)(C)(C)C1=CC(=CC2=C1OP(OC1=C2C=C(C=C1C(C)(C)C)OC)OCP1[C@H](CC[C@@H]1C1=CC=CC=C1)C1=CC=CC=C1)OC